N[C@@H](CC(=O)OC)C1=NC(=CC(=C1)C1=C(C=CC=C1C)C)Cl methyl (S)-3-amino-3-(6-chloro-4-(2,6-dimethylphenyl)pyridin-2-yl)propanoate